FC1=CC(=C(C=C1)NC1=C(C(=O)NC=2C(=NC(=CC2)OC)C)C=C(C=C1)C(F)(F)F)C 2-((4-Fluoro-2-methylphenyl)amino)-N-(6-methoxy-2-methylpyridin-3-yl)-5-(trifluoromethyl)benzamide